ClC=1C=CC(=C(C1)C1=NN(C=C1NC(=O)C=1C=NN2C1N=CC=C2)[C@H]2[C@@H](CCCC2)O)OCC N-(3-(5-chloro-2-ethoxyphenyl)-1-((1R,2R)-2-hydroxycyclohexyl)-1H-pyrazol-4-yl)pyrazolo[1,5-a]pyrimidine-3-carboxamide